C(#N)C1=NC=C2N1CCN(C2)C(=O)OC(C)(C)C tert-butyl 3-cyano-5,6-dihydroimidazo[1,5-a]pyrazine-7(8H)-carboxylate